(1aS,5aS)-2-(2,4-Difluoro-phenyl)-1a,2,5,5a-tetrahydro-1H-2,3-diaza-cyclopropa[a]pentalene-4-carboxylic acid [2-hydroxy-1-(tetrahydro-furan-3-yl)-ethyl]-amide OCC(C1COCC1)NC(=O)C=1C=2C[C@H]3[C@@H](C2N(N1)C1=C(C=C(C=C1)F)F)C3